C(C)(C)(C)C=1OCCN1 (S)-tert-butyloxazoline